benzophenone monoxide C(C12C(C=CC=C1)O2)(=O)C2=CC=CC=C2